F[C@H]1CN(CC[C@H]1NC1=CC=CC2=C(N(N=C12)C#CCNC1=C(C=C(C(=O)NC)C=C1)OC)C(=C)C(F)(F)F)C 4-((3-(7-(((3S,4R)-3-fluoro-1-methylpiperidin-4-yl)amino)-3-(3,3,3-trifluoroprop-1-en-2-yl)-2H-indazol-2-yl)prop-2-yn-1-yl)amino)-3-methoxy-N-methylbenzamide